2-methoxy-6-(trifluoromethoxy)benzene COC1=CC(=CC=C1)OC(F)(F)F